O1C(C1)CCO 2-(oxirane-2-yl)ethan-1-ol